O=C[C@H](O)[C@H](O)[C@@H](O)[C@@H](O)[C@H](O)CO D-glycero-L-manno-Heptose